3,3,5-trimethyl-2,3-dihydro-1H-Pyrrolo[3,2-b]pyridine CC1(CNC=2C1=NC(=CC2)C)C